CC=1C=C(C=CC1)N=C=O 3-methyl-phenylisocyanate